4-Chloro-5-(3-(4-fluoro-2-(trifluoromethyl)benzyl)-5,6,8,9-tetrahydro-7H-imidazo[1,2-d][1,4]diazepin-7-yl)-2-(tetrahydro-2H-pyran-2-yl)pyridazin-3(2H)-one ClC=1C(N(N=CC1N1CCN2C(CC1)=NC=C2CC2=C(C=C(C=C2)F)C(F)(F)F)C2OCCCC2)=O